OC1=C(C=C(C=C1)C(COC=1C=C2C(=CC=NC2=CC1)C1=C2N(N=C1C1=NC(=CC=C1)C)CCC2)=O)OC 1-(4-hydroxy-3-methoxyphenyl)-2-((4-(2-(6-methylpyridin-2-yl)-5,6-dihydro-4H-pyrrolo[1,2-b]pyrazol-3-yl)quinolin-6-yl)oxy)ethan-1-one